N=1SN=C2C1C=CC=C2C=O benzo[c][1,2,5]thiadiazole-4-aldehyde